2-[[2-[2-(3,3-difluoropyrrolidin-1-yl)-4-(2-fluorophenyl)-3-pyridyl]imidazo[4,5-c]pyridin-1-yl]methoxy]ethyl-trimethyl-silane FC1(CN(CC1)C1=NC=CC(=C1C=1N(C2=C(C=NC=C2)N1)COCC[Si](C)(C)C)C1=C(C=CC=C1)F)F